CCOC(=O)C(CC1=CC=CC=C1)O The molecule is a carboxylic ester obtained by the formal condensation of the carboxy group of 3-hydroxy-3-phenylpropionic acid with ethanol. It has a role as a metabolite. It is a carboxylic ester and a member of benzenes. It derives from a 3-hydroxy-3-phenylpropionic acid.